CN(CCCCCCCC\C=C/CCCCCCCC)C dimethyloleylamine